4-Methylnonan CC(CCC)CCCCC